(R)-1-(4-bromo-3-(trifluoromethyl)benzoyl)-5-hydroxy-2-methyl-1,2,3,6-tetrahydropyridine-4-carboxylic acid ethyl ester C(C)OC(=O)C=1C[C@H](N(CC1O)C(C1=CC(=C(C=C1)Br)C(F)(F)F)=O)C